6-(4,4,5,5-Tetramethyl-1,3,2-dioxaborolan-2-yl)-4-[1-[5-(trifluoromethyl)-3-pyridyl]ethylamino]pyrazolo[1,5-a]pyridine-3-carbonitrile CC1(OB(OC1(C)C)C=1C=C(C=2N(C1)N=CC2C#N)NC(C)C=2C=NC=C(C2)C(F)(F)F)C